O1CCC2C1=CC=CC2 1,2,3,4-tetrahydrobenzo[4,5]furan